3-[4-[4-[[4-(4-amino-3-methylsulfonyl-pyrazol-1-yl)cyclohexyl]methyl-methyl-amino]-1-piperidyl]-3-methyl-2-oxo-benzimidazol-1-yl]piperidine-2,6-dione NC=1C(=NN(C1)C1CCC(CC1)CN(C1CCN(CC1)C1=CC=CC=2N(C(N(C21)C)=O)C2C(NC(CC2)=O)=O)C)S(=O)(=O)C